FC1=NC=CC=C1COC1=CC=C(C=C1)C=1C=C(C(NC1C(F)(F)F)=O)C(=O)N 5-(4-((2-fluoropyridin-3-yl)methoxy)phenyl)-2-oxo-6-(trifluoromethyl)-1,2-dihydropyridine-3-carboxamide